COC(=O)N1CC2(C1)CCNCC2 2,7-diazaspiro[3.5]Nonane-2-carboxylic acid methyl ester